C1(CC1)C=1C=2N(C=C(C1C)C=1NC3=CC=C(C=C3C1C(C)C)C1CCN(CC1)C(CN(C)C)=O)N=CN2 1-(4-(2-(8-cyclopropyl-7-methyl-[1,2,4]triazolo[1,5-a]pyridin-6-yl)-3-isopropyl-1H-indol-5-yl)piperidin-1-yl)-2-(dimethylamino)ethan-1-one